1-(6-chloropyridin-3-yl)cyclobutanecarboxylic acid ClC1=CC=C(C=N1)C1(CCC1)C(=O)O